C1(CCC1)\C=N\[S@](=O)C(C)(C)C (R)-N-[(E)-cyclobutylmethylene]-2-methyl-2-propanesulfinamide